(5S)-N-[(3S)-7,9-difluoro-2-oxo-1,3,4,5-tetrahydro-1-benzazepin-3-yl]-5-isopropyl-5,6,7,8-tetrahydro-[1,2,4]triazolo[1,5-a]pyridine-2-carboxamide FC=1C=C(C2=C(CC[C@@H](C(N2)=O)NC(=O)C2=NN3C(CCC[C@H]3C(C)C)=N2)C1)F